3-[(3-acetyl-2-methoxyphenyl)amino]-2-(2-aminopyrimidin-4-yl)-1H,5H,6H,7H-pyrrolo[3,2-c]pyridin-4-one C(C)(=O)C=1C(=C(C=CC1)NC1=C(NC2=C1C(NCC2)=O)C2=NC(=NC=C2)N)OC